N1=C(NC2=C1C=CC=C2)C2=NC(=CC=C2)C=2NC1=C(N2)C=CC=C1 2,6-bis(2-benzimidazolyl)pyridine